CC(CC(=O)O)(CC=CCC)C 3,3-dimethyl-5-octenoic acid